COC(OC)=O.C(C(=O)OC)(=O)OC dimethyl oxalate dimethyl-carbonate